FC(C(CN1N=CC(=C1)C1=NC(=NC=C1C(F)(F)F)NC1CCN(CC1)S(=O)(=O)C)(O)C)(F)F (l)-1,1,1-Trifluoro-2-methyl-3-(4-(2-((1-(methylsulfonyl)piperidin-4-yl)amino)-5-(trifluoromethyl)pyrimidin-4-yl)-1H-pyrazol-1-yl)propan-2-ol